2-(aminomethyl)nicotinic acid methyl ester hydrochloride Cl.COC(C1=C(N=CC=C1)CN)=O